2-(3-fluoro-4-methoxyphenyl)-7-[(3S)-3-(methylamino)pyrrolidin-1-yl]-4H-pyrido[1,2-a]pyrimidin-4-one FC=1C=C(C=CC1OC)C=1N=C2N(C(C1)=O)C=C(C=C2)N2C[C@H](CC2)NC